(-)-(3S*,4R*)-4-(4-methoxyphenyl)-2-oxopyrrolidine-3-carboxylic acid methyl ester COC(=O)[C@@H]1C(NC[C@H]1C1=CC=C(C=C1)OC)=O |o1:4,8|